triphenylsulfonium 2,4,6-trihydroxybenzenesulfonate OC1=C(C(=CC(=C1)O)O)S(=O)(=O)[O-].C1(=CC=CC=C1)[S+](C1=CC=CC=C1)C1=CC=CC=C1